CC1=NC2=CC(=C(C=C2C(=N1)O)[N+](=O)[O-])CN1CCOCC1 2-Methyl-7-(morpholinomethyl)-6-nitroquinazolin-4-ol